COC1=C(CN(S(=O)(=O)CC)C)C=CC(=C1)OC N-(2,4-dimethoxybenzyl)-N-methylethane-1-sulfonamide